FC(CN1N=CC=2C1=NC(=CN2)N2CCC1(CCN(C1)C1=NC(=NC=C1)C)CC2)F 8-[1-(2,2-difluoroethyl)pyrazolo[3,4-b]pyrazin-6-yl]-2-(2-methylpyrimidin-4-yl)-2,8-diazaspiro[4.5]decane